3,7-dimethyl-2,7-octadiene-1-ol CC(=CCO)CCCC(=C)C